Cl.ClC=1C=C(C=CC1F)NC(=O)C=1N(C=C2C1OC[C@]1(NS2(=O)=O)CNCC1)C (R)-N-(3-chloro-4-fluorophenyl)-7'-methyl-2'H,4'H,7'H-spiro[pyrrolidine-3,3'-pyrrolo[3,4-b][1,4,5]oxathiazepine]-6'-carboxamide 1',1'-dioxide hydrochloride